4-((1R,5S)-3,8-diazabicyclo[3.2.1]octan-3-yl)-7-(8-chloronaphthalen-1-yl)-8-fluoro-2-((4-fluoro-1-methylpiperidin-4-yl)methoxy)pyrido[4,3-d]pyrimidine [C@H]12CN(C[C@H](CC1)N2)C=2C1=C(N=C(N2)OCC2(CCN(CC2)C)F)C(=C(N=C1)C1=CC=CC2=CC=CC(=C12)Cl)F